1-(6-methoxy-5-(trifluoromethyl)pyridin-3-yl)propan-2-yl (4-nitrophenyl) carbonate C(OC(CC=1C=NC(=C(C1)C(F)(F)F)OC)C)(OC1=CC=C(C=C1)[N+](=O)[O-])=O